BrC=1C=C(C(=O)OC)C=C(C1OC)F methyl 3-bromo-5-fluoro-4-methoxybenzoate